C(C1=CC=CC=C1)OC1=C(C=C(C(=C1)Br)F)C(C)=O 1-(2-Benzyloxy-4-bromo-5-fluoro-phenyl)ethanone